trans-4-(4-nitro-phenyl)-pyrrolidine-3-carboxylic acid [N+](=O)([O-])C1=CC=C(C=C1)[C@H]1[C@@H](CNC1)C(=O)O